C(C)(C)(C)OC(=O)N1C(OCC1CC(C(=O)OCC)F)(C)C.FC1=C(C(=C(C(=C1[B-](C1=C(C(=C(C(=C1F)F)F)F)F)(C1=C(C(=C(C(=C1F)F)F)F)F)C1=C(C(=C(C(=C1F)F)F)F)F)F)F)F)F.CC1=C(C(=CC=C1)C)[SH+]C1=C(C=CC=C1C)C bis(2,6-dimethylphenyl)sulfonium tetrakis(pentafluorophenyl)borate tert-butyl-4-(3-ethoxy-2-fluoro-3-oxo-propyl)-2,2-dimethyl-oxazolidine-3-carboxylate